2-(2-oxo-3-(pent-3-yl)-5-phenyl-7-(trifluoromethyl)-2,3-dihydro-1H-benzo[e][1,4]diazepin-1-yl)acetic acid methyl ester COC(CN1C(C(N=C(C2=C1C=CC(=C2)C(F)(F)F)C2=CC=CC=C2)C(CC)CC)=O)=O